2-(1,3-dioxo-9-(4-(trifluoromethyl)phenyl)-1H-xantheno[2,1,9-def]isoquinolin-2(3H)-yl)acetic acid O=C1N(C(C2=C3C=4C(=CC=C13)C1=CC(=CC=C1OC4C=C2)C2=CC=C(C=C2)C(F)(F)F)=O)CC(=O)O